3-(3,4-epoxycyclohexyl)propyltris-(isobutoxy)silane C1(CC2C(CC1)O2)CCC[Si](OCC(C)C)(OCC(C)C)OCC(C)C